CC1(O[C@H](CN(C1)C1=C(C(=O)NC2=CC(=NC=C2)S(N)(=O)=O)C=C(C=N1)C(F)(F)F)C(F)(F)F)C |o1:3| (R or S)-2-(2,2-dimethyl-6-(trifluoromethyl)morpholino)-N-(2-sulfamoylpyridin-4-yl)-5-(trifluoromethyl)nicotinamide